FC1OC(OC1F)=O 4,5-difluoro-1,3-dioxolan-2-one